NC[C@H]1C(N[C@H](C(NCC(O[C@@H]([C@H](C(N([C@H](C(N[C@H](C(N1)=O)CCCCOC)=O)CC(C)C)C)=O)C)CCCCCCCCCC)=O)=O)[C@H](C)O)=O (6S,9S,12S,15S,18R,19R)-9-(aminomethyl)-19-decyl-6-[(1S)-1-hydroxyethyl]-15-isobutyl-12-(4-methoxybutyl)-16,18-dimethyl-1-oxa-4,7,10,13,16-pentazacyclononadecane-2,5,8,11,14,17-hexone